7-hydroxy-8-aminomethyl-coumarin OC1=CC=C2C=CC(OC2=C1CN)=O